(2R,4R)-4-hydroxy-1-(p-nitrobenzyloxycarbonyl)pyrrolidine-2-carboxylic acid O[C@@H]1C[C@@H](N(C1)C(=O)OCC1=CC=C(C=C1)[N+](=O)[O-])C(=O)O